N1=CC(=CC=C1)C(C(=O)N1CC2(CC1)C(NC(CC2)=O)=O)C 2-(2-(Pyridin-3-yl)propionyl)-2,7-diazaspiro[4.5]decane-6,8-dione